IC=1C=CC2=C(CCCCC2=C)C1I diiodo-methylene-benzocycloheptane